t-butyl (S)-3-acetylpyrrolidine-1-carboxylate C(C)(=O)[C@@H]1CN(CC1)C(=O)OC(C)(C)C